C(C)(C)(C)C=1C=C(C(=C(C1)B(O)O)OC)F (5-(tert-butyl)-3-fluoro-2-methoxyphenyl)boronic acid